CN1[C@@H]([C@H]2C[C@H]2C1)CO ((1S,2S,5R)-3-methyl-3-azabicyclo[3.1.0]hexan-2-yl)methanol